(1R,9S)-1-amino-9-ethyl-5,9-dihydroxy-1,2,3,9,12,15-hexahydro-10H,13H-benzo[de]pyrano[3',4':6,7]indolizino[1,2-b]quinoline-10,13-dione N[C@@H]1CCC=2C=3C1=C1C(=NC3C=C(C2)O)C2=CC3=C(C(N2C1)=O)COC([C@]3(O)CC)=O